4-(2,6-di-tert-butyl-4-methylpyridin-3-yl)-3,5-difluorobenzonitrile C(C)(C)(C)C1=NC(=CC(=C1C1=C(C=C(C#N)C=C1F)F)C)C(C)(C)C